BrC1=C(C=O)C=C(C(=C1)Br)OC1=C(C=C(C=C1)[N+](=O)[O-])F 2,4-dibromo-5-(2-fluoro-4-nitrophenoxy)benzaldehyde